COC(C1=C(C(=C(C=C1F)Br)OC)F)=O 4-bromo-2,6-difluoro-3-methoxybenzoic acid methyl ester